(3R)-1-[4-chloro-6-[[1-[(dimethylamino)methyl]-2,2-difluoro-cyclopropyl]methoxy]-1,3,5-triazin-2-yl]-3-methyl-piperidin-3-ol ClC1=NC(=NC(=N1)OCC1(C(C1)(F)F)CN(C)C)N1C[C@@](CCC1)(O)C